ClCC1=CC=C(C=C1)C 1-(chloromethyl)-4-methylbenzene